4-(benzyloxy)-4-(2-oxopropyl)-8-(1-(tetrahydro-2H-pyran-2-yl)-1H-pyrazol-4-yl)-3,4-dihydro-1H,6H-pyrano[4,3-b]thieno[3,2-d]pyran-6-one C(C1=CC=CC=C1)OC1(COCC2=C1OC(C1=C2C=C(S1)C=1C=NN(C1)C1OCCCC1)=O)CC(C)=O